CNC(O[C@@H]1CC[C@H](CC1)C(N(C[C@@H]1CC[C@H](CC1)C1=NC(=C(C=C1)OC)C)C1=CC(=CC=C1)C=1C=NC(=CC1)N(C)C)=O)=O trans-4-((3-(6-(Dimethylamino)pyridine-3-yl)phenyl)((trans-4-(5-methoxy-6-methylpyridin-2-yl)cyclohexyl)methyl) carbamoyl)cyclohexyl methylcarbamate